N1CC(C1)C(=O)N1CCC(CC1)N1N=C(C(=C1)C=1C=C(C=2N(C1)N=CC2C#N)OC)C 6-(1-(1-(azetidine-3-carbonyl)piperidin-4-yl)-3-methyl-1H-pyrazol-4-yl)-4-methoxypyrazolo[1,5-a]pyridine-3-carbonitrile